FC1=C(C=C(C=C1)NC(=O)C1=C(C=CC=C1)C1=NC(=C(C(=N1)OC)C(=O)N)NC12CC(C1)(C2)N2CCOCC2)C(F)(F)F (2-((4-Fluoro-3-(trifluoromethyl)phenyl)carbamoyl)phenyl)-4-methoxy-6-((3-morpholinobicyclo[1.1.1]pentan-1-yl)amino)pyrimidine-5-carboxamide